methyl 4-(4-bromophenyl)-4-oxobutanoate BrC1=CC=C(C=C1)C(CCC(=O)OC)=O